(5-Phenyl-1,3,4-oxadiazol-2-yl)(piperidin-4-yl)methanone Methyl-(1R,4S)-1-(2-(bis(tert-butoxycarbonyl)amino)ethyl)-4-(2,5-dimethyl-1H-pyrrol-1-yl)cyclopent-2-ene-1-carboxylate COC(=O)[C@]1(C=C[C@H](C1)N1C(=CC=C1C)C)CCN(C(=O)OC(C)(C)C)C(=O)OC(C)(C)C.C1(=CC=CC=C1)C1=NN=C(O1)C(=O)C1CCNCC1